(S)-2-(6-(3-methyl-1H-Pyrrolo[2,3-b]pyridin-5-yl)-2-(pyridin-3-ylcarbamoyl)isoindolin-4-yl)pyrrolidine-1-carboxylate CC1=CNC2=NC=C(C=C21)C2=CC(=C1CN(CC1=C2)C(NC=2C=NC=CC2)=O)[C@H]2N(CCC2)C(=O)[O-]